[I-].[I-].C(C)[SiH](CC)[Zr+2](C1C=CC2=CC=CC=C12)C1C=CC2=CC=CC=C12 diethylsilyl-bis(indenyl)zirconium diiodide